(S)-2-cyano-4,4-difluoropyrrolidin C(#N)[C@H]1NCC(C1)(F)F